C(C)OC1=CC=CC(=N1)C1=NC=2C(=NC(=CN2)CS(=O)(=O)N)N1C(CC)CC (2-(6-ethoxypyridin-2-yl)-1-(pentan-3-yl)-1H-imidazo[4,5-b]pyrazin-6-yl)methanesulfonamide